N-(3-(N-(1-methylcyclopropyl)sulfamoyl)phenyl)-2-(6-azaspiro[2.5]octan-6-yl)nicotinamide CC1(CC1)NS(=O)(=O)C=1C=C(C=CC1)NC(C1=C(N=CC=C1)N1CCC2(CC2)CC1)=O